(S)-5-benzyl-N-(5-methyl-4-oxo-2,3,4,5-tetrahydrobenzo[b]-[1,4]oxazepin-3-yl)-1H-1,2,4-triazole-3-carboxamide C(C1=CC=CC=C1)C1=NC(=NN1)C(=O)N[C@@H]1C(N(C2=C(OC1)C=CC=C2)C)=O